2-[2-[4-(trifluoromethyl)-2-pyridinyl]phenyl]acetic acid FC(C1=CC(=NC=C1)C1=C(C=CC=C1)CC(=O)O)(F)F